(2R,3S,4S)-4-hydroxy-2-[(4-methoxyphenyl)methyl]pyrrolidin-3-yl 2-(3H-imidazol-4-yl)acetate N1=CNC(=C1)CC(=O)O[C@H]1[C@H](NC[C@@H]1O)CC1=CC=C(C=C1)OC